NC1=C(SC=2N=C(N=C(C21)C)C)C(=O)NC2CC=1C=CC(=NC1CC2)N2CC(C(C2)CF)NCC 5-amino-N-{2-[3-(ethylamino)-4-(fluoromethyl)pyrrolidin-1-yl]-5,6,7,8-tetrahydroquinolin-6-yl}-2,4-dimethylthieno[2,3-d]pyrimidine-6-carboxamide